4-((1R,3S)-3-hydroxy-3-methylcycloheptylamino)-2-((1r,4R)-4-methoxycyclohexylamino)pyrimidine-5-carboxamide Manganese(II) Acetate C(C)(=O)[O-].[Mn+2].O[C@@]1(C[C@@H](CCCC1)NC1=NC(=NC=C1C(=O)N)NC1CCC(CC1)OC)C.C(C)(=O)[O-]